ClC1=CC=2N(C=C1)C(=C(N2)C2=C(C=C(C(=O)NC)C=C2)F)C[C@H]2CN(CCO2)C(CC)=O (S)-4-(7-chloro-3-((4-propionylmorpholin-2-yl)methyl)imidazo-[1,2-a]pyridin-2-yl)-3-fluoro-N-methylbenzamide